C(CCC)N(C=1C=C2OC=3C=C(C(=CC3C3(C2=CC1)OC(=O)C1=CC=CC=C13)Br)C)CCCC 6'-(dibutylamino)-2'-bromo-3'-methyl-spiro[phthalide-3,9'-xanthene]